(R)-2-((1-(2-cyano-3-(4-(3-cyano-1-methyl-1H-pyrazol-4-yl)piperazin-1-yl)-7-methylquinoxalin-5-yl)ethyl)amino)benzoic acid C(#N)C1=NC2=CC(=CC(=C2N=C1N1CCN(CC1)C=1C(=NN(C1)C)C#N)[C@@H](C)NC1=C(C(=O)O)C=CC=C1)C